C(C1=CC=CC=C1)OC1=NC=CC(=C1)N1C[C@@H](CCC1)NC1=NC=NC(=C1)N1CCOCC1 (R)-N-(1-(2-(benzyloxy)pyridin-4-yl)piperidin-3-yl)-6-morpholinopyrimidin-4-amine